C(N)(=O)C1=C(C(=CC=2OC(OC21)(F)F)C)NC(=O)C=2N(N=C(C2)CN2N=CC(=N2)C(F)(F)F)C2=NC=CC=C2Cl N-(4-carbamoyl-2,2-difluoro-6-methyl-1,3-benzodioxol-5-yl)-2-(3-chloro-2-pyridyl)-5-[[4-(trifluoromethyl)triazol-2-yl]methyl]pyrazole-3-carboxamide